2-((1R,3S)-3-methylcyclobutyl)-N-((S,E)-4-(methylsulfonyl)but-3-en-2-yl)-4-phenoxypyrimidine-5-carboxamide CC1CC(C1)C1=NC=C(C(=N1)OC1=CC=CC=C1)C(=O)N[C@@H](C)\C=C\S(=O)(=O)C